carboxymethyl-sulfonyl-acetic acid C(=O)(O)CS(=O)(=O)CC(=O)O